1-(9Z,12Z-heptadecadienoyl)-2-(5Z,8Z,11Z,14Z,17Z-eicosapentaenoyl)-glycero-3-phosphoserine CCCC/C=C\C/C=C\CCCCCCCC(=O)OC[C@H](COP(=O)(O)OC[C@@H](C(=O)O)N)OC(=O)CCC/C=C\C/C=C\C/C=C\C/C=C\C/C=C\CC